(S)-3-((3-(2-(4-chlorophenyl)-2-hydroxyethyl)-1,2,4-oxadiazol-5-yl)methyl)-1,6-dimethylpyrimidine-2,4(1H,3H)-dione ClC1=CC=C(C=C1)[C@H](CC1=NOC(=N1)CN1C(N(C(=CC1=O)C)C)=O)O